difluoromethylimidazole FC(F)C=1NC=CN1